NC=1C=C(C=CC1OC1CC1)N1CCC(CC1)N(C)C (3-amino-4-cyclopropoxyphenyl)-N,N-dimethylpiperidin-4-amine